COC1=CC=C(C=C1)C1COCC(N1C(=O)NCC1CCOCC1)(C)C 5-(4-Methoxyphenyl)-3,3-dimethyl-N-(tetrahydropyran-4-ylmethyl)morpholine-4-carboxamide